C1(=CC=CC=C1)C1P(C(CCC1)C1=CC=CC=C1)C1=C(C=CC=C1C1=C(C=C(C=C1C(C)C)C(C)C)C(C)C)C1=C(C=C(C=C1C(C)C)C(C)C)C(C)C 2,6-diphenyl-1-[2,6-bis(2,4,6-triisopropylphenyl)phenyl]-phospha-cyclohexane